(6-chloro-3,4-dimethylpyridin-2-yl)isoindoline-1,3-dione ClC1=CC(=C(C(=N1)N1C(C2=CC=CC=C2C1=O)=O)C)C